ETHYL FORMAT C(=O)OCC